C1=C(C=CC2=CC(=CC=C12)C(=O)OCCS)C(=O)OCCS bis(2-mercaptoethyl) naphthalene-2,6-dicarboxylate